O=CCC1CC(C1)NC(OC(C)(C)C)=O tert-butyl (3-(2-oxoethyl)cyclobutyl)carbamate